Methyl 5-(2-aminoethylcarbamoyl)-2-(2-(4-(trifluoromethyl)phenyl)butanamido)-4-methylthiophene-3-carboxylate NCCNC(=O)C1=C(C(=C(S1)NC(C(CC)C1=CC=C(C=C1)C(F)(F)F)=O)C(=O)OC)C